tetramethyl-1-piperidinol CC1(C(N(CCC1)O)(C)C)C